C1(CCCCC1)=CC=O 2-cyclohexylideneethanone